ClC1=C(C=CC=C1)[C@H](C)C1=NC2=C(C=NC(=C2)C(=O)N[C@H](C)\C=C\S(=O)(=O)C)N1 ((S)-1-(2-chlorophenyl)ethyl)-N-((R,E)-4-(methylsulfonyl)but-3-en-2-yl)-3H-imidazo[4,5-c]pyridine-6-carboxamide